FC1=CC=C(C=C1)C1N(CC(CC1)C)C(C(=O)NC1=NC=CC=C1C(=O)N)=O [[[2-(4-fluorophenyl)-5-methyl-1-piperidyl]-2-oxo-acetyl]amino]pyridine-3-carboxamide